NC=1C=C(C=2C(C3=C(C=CC=C3C(C2C1)=O)O)=O)OCCCC(C)=O 3-amino-8-hydroxy-1-((4-oxopentyl)oxy)anthracene-9,10-dione